(3R)-3-aminoazepin-2-one NC=1C(N=CC=CC1)=O